FC=1C=C2C=CC(=NC2=CC1)C1=CC(=NN1C1=CC=C(C=C1)OC)C1=CC=C(C=C1)OC 6-fluoro-2-[1,3-bis(4-methoxyphenyl)-1h-pyrazol-5-yl]quinoline